N1(CCC1)C(=S)C1=CC(=NN1C1=CC=C(C=C1)CN1C2=NC(=NC=C2NC1=O)C1=C(C(=CC=C1)F)C(C)C)C(F)(F)F 9-([4-[5-(azetidine-1-thiocarbonyl)-3-(trifluoromethyl)pyrazol-1-yl]phenyl]methyl)-2-(3-fluoro-2-isopropylphenyl)-7H-purin-8-one